N1C=CC2=C(C=CC=C12)OC[C@H](CNC(C)C)O (2S)-1-(1H-indol-4-yloxy)-3-(1-methylethylamino)propan-2-ol